C(C)OC1=C(C=C2CN(C(C2=C1)=O)CC1=CC2=CC=CC=C2C=C1)C(=O)OCC ethyl 6-ethoxy-2-(naphthalen-2-ylmethyl)-1-oxoisoindoline-5-carboxylate